6-(benzyloxy)-8-(2,3-dihydrobenzo[b][1,4]dioxin-6-yl)-2-morpholino-4H-chromen-4-one C(C1=CC=CC=C1)OC=1C=C2C(C=C(OC2=C(C1)C1=CC2=C(OCCO2)C=C1)N1CCOCC1)=O